N-(1'-(2-(3-methoxypiperidin-1-yl)-6-methylpyrimidin-4-yl)-1',2'-dihydrospiro[cyclopropane-1,3'-pyrrolo[3,2-c]pyridin]-6'-yl)acetamide COC1CN(CCC1)C1=NC(=CC(=N1)N1CC2(C=3C=NC(=CC31)NC(C)=O)CC2)C